P(=O)(O)(O)OP(=O)(O)O pyrophosphoric acid